C(C)O[C@@H]1[C@@H](C1)C1=C(C(N(C=C1C(=O)N)CC1=CC(=CC=C1)OCCO)=O)C(=O)NC ((1S,2S)-2-ethoxycyclopropyl)-1-(3-(2-hydroxyethoxy)benzyl)-N-Methyl-2-oxo-1,2-dihydropyridine-3,5-dicarboxamide